(S)-1-(3-chlorophenethyl)-3-((4-(methylsulfonyl)phenoxy)methyl)piperidin-3-ol ethyl-(2S)-2-amino-3-(4-methoxyphenyl)propanoate hydrochloride Cl.C(C)[C@@](C(=O)O[C@@]1(CN(CCC1)CCC1=CC(=CC=C1)Cl)COC1=CC=C(C=C1)S(=O)(=O)C)(CC1=CC=C(C=C1)OC)N